CC1(OCC(CO1)OCC(CN)(COC1COC(OC1)(C)C)COC1COC(OC1)(C)C)C 3-((2,2-dimethyl-1,3-dioxan-5-yl)oxy)-2,2-bis(((2,2-dimethyl-1,3-dioxan-5-yl)oxy)methyl)propan-1-amine